dicyclohexyl-[2-[2,6-di(propan-2-yloxy)phenyl]phenyl]phosphane C1(CCCCC1)P(C1=C(C=CC=C1)C1=C(C=CC=C1OC(C)C)OC(C)C)C1CCCCC1